C(C=C)C1=CC(=C(C(=C1)CN1CCN(CC1)CC)O)C=1C=CC2=C(C=C(O2)C)C1 4-allyl-2-(2-methylbenzofuran-5-yl)-6-(4-ethylpiperazin-1-ylmethyl)phenol